C(C)(C)(C)OC(=O)NC=1C=C(C=C2C=C(N=CC12)NC(=O)OC1CC(C1)C#N)C1=C(C2=C(OCCN2C(=O)OC(C)(C)C)N=C1)C tert-Butyl 7-(8-((tert-butoxycarbonyl)amino)-3-((((1s,3s)-3-cyanocyclobutoxy)carbonyl)amino)isoquinolin-6-yl)-8-methyl-2,3-dihydro-1H-pyrido[2,3-b][1,4]oxazine-1-carboxylate